3-(methylthio)-1-phenyl-3-(phenylamino)prop-2-en-1-one CSC(=CC(=O)C1=CC=CC=C1)NC1=CC=CC=C1